C1(CC1)C[C@@H]1N(CC=2C3=C(C=CC2[C@H]1C1=C(C=C(C=C1F)OC1CN(C1)CCC)F)NN=C3)C (6S,7S)-7-Cyclopropylmethyl-6-(2,6-difluoro-4-((1-propylazetidin-3-yl)oxy)phenyl)-8-methyl-6,7,8,9-tetrahydro-3H-Pyrazolo[3,4-h]isochinolin